(6S,8R)-6-(4-(azetidin-3-yloxy)-2-methoxyphenyl)-7-((1-fluorocyclopropyl)methyl)-8-methyl-6,7,8,9-tetrahydro-3H-pyrazolo[4,3-f]isoquinoline trifluoroacetic acid salt FC(C(=O)O)(F)F.N1CC(C1)OC1=CC(=C(C=C1)[C@H]1N([C@@H](CC2=C3C(=CC=C12)NN=C3)C)CC3(CC3)F)OC